ClC1=CC=2N(C=C1)C(=NC2C(=O)Cl)C 7-chloro-3-methylimidazo[1,5-a]pyridine-1-carbonyl chloride